S1C=2N(C=C1)N=CC2C(=O)N2CC1(C2)CC(C1)N(C([O-])=O)C1=CC(=CC=C1)C(F)(F)F 2-(pyrazolo[5,1-b]thiazole-7-carbonyl)-2-azaspiro[3.3]heptan-6-yl(3-(trifluoromethyl)phenyl)carbamate